C1(CCCC1)OC1=NC=C(C=N1)COC1=CC=C(C=C1)C=1C=C(C(NC1C(F)(F)F)=O)C(=O)N 5-(4-((2-(cyclopentyloxy)pyrimidin-5-yl)methoxy)phenyl)-2-oxo-6-(trifluoromethyl)-1,2-dihydropyridine-3-carboxamide